1-((1-methyl-1H-pyrazol-3-yl)methyl)-4-(1-(4-(trifluoromethyl)phenyl)-1H-pyrazolo[3,4-b]pyridin-3-yl)pyridin-2(1H)-one CN1N=C(C=C1)CN1C(C=C(C=C1)C1=NN(C2=NC=CC=C21)C2=CC=C(C=C2)C(F)(F)F)=O